2,5-dimethyl-2,5-bis-(benzoyl-peroxy)hexane benzyl-2-methylhex-2,5-dienoate C(C1=CC=CC=C1)OC(C(=CCC=C)C)=O.CC(C)(CCC(C)(OOC(C1=CC=CC=C1)=O)C)OOC(C1=CC=CC=C1)=O